C[C@@H]([C@@H](C(=O)O)N)O The molecule is the L-enantiomer of allothreonine. It has a role as an Escherichia coli metabolite and a Saccharomyces cerevisiae metabolite. It is an enantiomer of a D-allothreonine. It is a tautomer of a L-allothreonine zwitterion.